3-(4-(2-Aminopyrimidin-4-yl)phenyl)-2,2-dimethylpropionic acid tert-butyl ester C(C)(C)(C)OC(C(CC1=CC=C(C=C1)C1=NC(=NC=C1)N)(C)C)=O